3-oxo-2,3-dihydroisoquinoline-6-carboxylic acid methyl ester COC(=O)C1=CC2=CC(NC=C2C=C1)=O